N-[(6-Isoindolin-2-yl-2-pyridyl)sulfonyl]-2-(2,2,4-trimethylpyrrolidin-1-yl)pyridin-3-carboxamid C1N(CC2=CC=CC=C12)C1=CC=CC(=N1)S(=O)(=O)NC(=O)C=1C(=NC=CC1)N1C(CC(C1)C)(C)C